C1(=CC=CC=C1)C1=NC=2C3=NC(=CC=C3C(C(C2C=C1)=O)=O)C1=CC=CC=C1 2,9-Diphenyl-1,10-phenanthroline-5,6-dione